11,11-dimethyl-9-octyl-11H-benzo[b]naphtho[2,1-d]silole C[Si]1(C2=C(C3=C1C=1C=CC=CC1C=C3)C=CC(=C2)CCCCCCCC)C